4-(dimethylamino)pyridinium CN(C1=CC=[NH+]C=C1)C